2-(4-(((5-(3-fluoro-4-(trifluoromethyl)phenyl)-1,3,4-thiadiazol-2-yl)methyl)thio)-2-methylphenoxy)propionic acid FC=1C=C(C=CC1C(F)(F)F)C1=NN=C(S1)CSC1=CC(=C(OC(C(=O)O)C)C=C1)C